COC1=CC=C(CN(S(=O)(=O)C)C)C=C1 N-(4-methoxybenzyl)-N-methylmethanesulfonamide